(2R,5S)-2-(1-(4-bromophenyl)-3-(4-fluorophenyl)-1H-pyrazol-4-yl)-3-(4-methoxybenzyl)-5-methyloxazolidin-4-one BrC1=CC=C(C=C1)N1N=C(C(=C1)[C@H]1O[C@H](C(N1CC1=CC=C(C=C1)OC)=O)C)C1=CC=C(C=C1)F